N1CC(CCCC1)COCC(=O)NC 2-(azepan-3-ylmethoxy)-N-methylacetamide